C(C=CCCCCCCCC)(=O)OCC(O)CO glycerol undecenoate